FC=1C=C(C(=O)N(C)C)C=C(C1C(C)(C)O)C1=CC2=C(NC=N2)C=C1 3-fluoro-4-(2-hydroxypropane-2-yl)-N,N-dimethyl-5-(1H-benzimidazol-5-yl)benzamide